O1[C@H](CC1)C(=O)N1CC2(CC2)[C@@H]([C@@H]1CC=1C(=C(C=C(C1)F)C1=CC(=CC=C1)F)F)NS(=O)(=O)C N-((6S,7S)-5-((R)-oxetane-2-carbonyl)-6-((2,3',5-trifluoro-[1,1'-biphenyl]-3-yl)methyl)-5-azaspiro[2.4]heptan-7-yl)methanesulfonamide